5-cyclopropyl-3-(difluoromethyl)-1H-pyrazol-1-yl-acetamide C1(CC1)C1=CC(=NN1CC(=O)N)C(F)F